C(C)(=O)N1CC=2N(CC1)C(=NC2C=2C=CC=C1C=C(N=CC21)C=2C=CC(=NC2)C(=O)NCC2=CN=C(O2)C2=C1CN(C(C1=CC=C2)=O)C2C(NC(CC2)=O)=O)CC 5-(8-(7-Acetyl-3-ethyl-5,6,7,8-tetrahydroimidazo[1,5-a]pyrazin-1-yl)isoquinolin-3-yl)-N-((2-(2-(2,6-dioxopiperidin-3-yl)-1-oxoisoindolin-4-yl)oxazol-5-yl)methyl)picolinamide